C(C)NS(=O)(=O)C1=C(C=CC(=C1)CC(=O)NC(C)C)C1=CN=C(S1)[C@@H]1CC[C@H](CC1)NC(OC1COC1)=O oxetan-3-yl (trans-4-(5-(2-(N-ethylsulfamoyl)-4-(2-(isopropylamino)-2-oxoethyl)phenyl)thiazol-2-yl)cyclohexyl)carbamate